FC=1C=2N(C=C(C1)C1=CNC=3N=C(N=CC31)NC3CCC1(CN(C1)C(C)=O)CC3)C=CN2 1-(7-((5-(8-fluoroimidazo[1,2-a]pyridin-6-yl)-7H-pyrrolo[2,3-d]pyrimidin-2-yl)amino)-2-azaspiro[3.5]nonan-2-yl)ethan-1-one